OC(C)(C)C=1N(C=CN1)CC1=CC=C(C=C1)C=1C(=CC=C(C1)CC(C)C)S(=O)(=O)NC1=NC=CC=N1 4'-((2-(2-Hydroxypropan-2-yl)-1H-imidazol-1-yl)methyl)-5-isobutyl-N-(pyrimidin-2-yl)-[1,1'-biphenyl]-2-sulfonamide